tert-Butyl 3-acetamido-5-[2-[4-(trifluoromethyl)phenoxy]ethyl]indole-1-carboxylate C(C)(=O)NC1=CN(C2=CC=C(C=C12)CCOC1=CC=C(C=C1)C(F)(F)F)C(=O)OC(C)(C)C